S(=O)(=O)(OOS(=O)(=O)C1=CC=C(C=C1)[N+](=O)[O-])C1=CC=C([N+](=O)[O-])C=C1 p-nitrobenzenesulfonyloxy (nosylate)